C(C=C)(=O)OCCO Ethylene Glycol Monoacrylate